FC1=C(C=CC=C1F)C(C(F)F)=NS(=O)C(C)(C)C N-[1-(2,3-difluorophenyl)-2,2-difluoroethylidene]-2-methylpropane-2-sulfinamide